imino-diazinedione N=C1C(C(NN=C1)=O)=O